C1(CC1)C1=NC=NC(=C1C=1N=C(C=2C(N1)=CN(N2)C)N2CCOC1=C(C2)C=CC(=C1)C=1N(C=C(N1)C(F)(F)F)C(C)C)OC 4-(5-(4-cyclopropyl-6-methoxypyrimidin-5-yl)-2-methyl-2H-pyrazolo[4,3-d]pyrimidin-7-yl)-8-(1-isopropyl-4-(trifluoromethyl)-1H-imidazol-2-yl)-2,3,4,5-tetrahydrobenzo[f][1,4]oxazepin